2,2-dibromo-1,3-indanedione BrC1(C(C2=CC=CC=C2C1=O)=O)Br